C(O[C@@](O)(C)CCO)(=O)[O-] oxamevalonate